(E)-N-(2-aminophenyl-5-d)-4-((3-(pyridin-3-yl)acrylamido)methyl)benzamide NC1=C(C=C(C=C1)[2H])NC(C1=CC=C(C=C1)CNC(\C=C\C=1C=NC=CC1)=O)=O